COC1=CC2=NC3=CC=CC=C3N=C2C(=C1)OC 2,4-dimethoxyphenazine